CC=1N=C2N(C(C1)=O)NC(=N2)C2=CC=NC=C2 5-methyl-2-pyridin-4-yl-1H-[1,2,4]triazolo[1,5-a]pyrimidin-7-one